C(CCCCC)N(C(OCCC)=O)CCCCCC propyl N,N-dihexylcarbamate